(S)-1-(6-oxo-5-(trifluoromethyl)-1,6-dihydropyridin-3-yl)propan-2-yl (R)-3-(hydroxymethyl)-4-(5-(Trifluoromethyl)pyrimidin-2-yl)piperazine-1-carboxylate OC[C@H]1CN(CCN1C1=NC=C(C=N1)C(F)(F)F)C(=O)O[C@H](CC1=CNC(C(=C1)C(F)(F)F)=O)C